6-(4-isopropyl-3-(6-(piperidin-4-yl)pyridin-3-yl)-1H-pyrazol-5-yl)-8-methyl-[1,2,4]triazolo[1,5-a]pyridine C(C)(C)C=1C(=NNC1C=1C=C(C=2N(C1)N=CN2)C)C=2C=NC(=CC2)C2CCNCC2